5-(4-(Benzyloxy)-2,6-dimethylbenzyl)-3-isopropyl-1-toluenesulfonyl-1H-pyrrolo[2,3-c]pyridine C(C1=CC=CC=C1)OC1=CC(=C(CC=2C=C3C(=CN2)N(C=C3C(C)C)S(=O)(=O)CC3=CC=CC=C3)C(=C1)C)C